2-Chloro-1-(3-methylpyridin-2-yl)-1H-benzo[d]imidazole ClC1=NC2=C(N1C1=NC=CC=C1C)C=CC=C2